FC1=CC(=C(C=C1C=1C=NC(=NC1)N1C[C@H](OCC1)C(C)C)NC(=O)C1=CNC(C=C1C(F)(F)F)=O)N1C[C@@H](N([C@@H](C1)C)C)C |r| N-[4-fluoro-5-[2-[rac-(2R)-2-propan-2-ylmorpholin-4-yl]pyrimidin-5-yl]-2-[rac-(3S,5R)-3,4,5-trimethylpiperazin-1-yl]phenyl]-6-oxo-4-(trifluoromethyl)-1H-pyridine-3-carboxamide